4-(1H-Imidazoylmethyl)-phenylpropionic acid ethyl ester C(C)OC(C(C)C1=CC=C(C=C1)CC(=O)C=1NC=CN1)=O